FC(C(=O)O)(F)F.FC(C(=O)O)(F)F.FC(C(=O)O)(F)F.FC(C(=O)O)(F)F.FC(C(=O)O)(F)F.N[C@@H](CCCCN)C(=O)O L-lysine penta(trifluoroacetic acid) salt